C(C)C1(C(O[C@@H](C1)CCN1CC2(C1)CN(C2)C2=CC=CC=C2)=O)CC (S)-3,3-diethyl-5-(2-(6-phenyl-2,6-diazaspiro[3.3]heptan-2-yl)ethyl)dihydrofuran-2(3H)-one